Cl.CC1=NC2=CC=C(C=C2C(=C1)N[C@H](C)C1=CC(=CC(=C1)C(F)(F)F)[N+](=O)[O-])N1CCNCC1 (R)-2-methyl-N-(1-(3-nitro-5-(trifluoromethyl)phenyl)ethyl)-6-(piperazin-1-yl)quinolin-4-amine hydrochloride